N-(4-bromo-2-fluorophenyl)-1-(2-chlorophenyl)methanesulfonamide BrC1=CC(=C(C=C1)NS(=O)(=O)CC1=C(C=CC=C1)Cl)F